NC1=NC=CC=C1C(CC(F)F)NCCOC1=NC2=C(C(=C(C=C2C(=N1)O)Cl)Br)F 2-([1-(2-aminopyridin-3-yl)-3,3-difluoropropyl]aminoethoxy)-7-bromo-6-chloro-8-fluoroquinazolin-4-ol